(3R)-3-({2-[1-(1-methylpiperidin-4-yl)-1H-pyrazol-4-yl][1,2,4]triazolo[1,5-c]quinazolin-5-yl}amino)azepan-2-one CN1CCC(CC1)N1N=CC(=C1)C1=NN2C(=NC=3C=CC=CC3C2=N1)N[C@H]1C(NCCCC1)=O